tert-butyl 3-(4-(hydroxymethyl)-1-(4-(trifluoromethoxy)phenyl)-1H-pyrazolo[3,4-b]pyridin-3-yl)azetidine-1-carboxylate OCC1=C2C(=NC=C1)N(N=C2C2CN(C2)C(=O)OC(C)(C)C)C2=CC=C(C=C2)OC(F)(F)F